NC1(CC(OCC1)C1CCNCC1)C(=O)N 4-amino-(piperidin-4-yl)tetrahydro-2H-pyran-4-carboxamide